tert-butyl N-[4-(4-fluorophenyl)-2-[[4-[(4-methyl-3-pyridyl)sulfonimidoyl]benzoyl]amino]phenyl]carbamate FC1=CC=C(C=C1)C1=CC(=C(C=C1)NC(OC(C)(C)C)=O)NC(C1=CC=C(C=C1)S(=O)(=N)C=1C=NC=CC1C)=O